ClC1=CNC=2N=C(N=C(C21)OC[C@H]2CN(C[C@@H]2OC)C(C=C)=O)NC=2C=NN(C2)C 1-{(3R,4R)-3-(({5-Chloro-2-[(1-methyl-1H-pyrazol-4-yl)amino]-7H-pyrrolo[2,3-d]pyrimidin-4-yl}oxy)methyl)-4-methoxypyrrolidin-1-yl}prop-2-en-1-one